lithium 4,5,6,7-tetracyano-2-pentafluoroethylbenzimidazole C(#N)C1=C(C(=C(C=2N=C(NC21)C(C(F)(F)F)(F)F)C#N)C#N)C#N.[Li]